CC(C[C@@H](C(N[C@H](C=O)C[C@H]1C(NCC1)=O)=O)NC(O[C@H](C(F)(F)C1=CC(=CC=C1)Cl)C1=CC=CC=C1)=O)C (S)-2-(3-chlorophenyl)-2,2-difluoro-1-phenylethyl ((S)-4-methyl-1-oxo-1-(((S)-1-oxo-3-((S)-2-oxopyrrolidin-3-yl)propan-2-yl)amino)pentan-2-yl)carbamate